C(C=C)(=O)O.C(C=C)(=O)O.C([C@H](O)[C@@H](O)[C@H](O)CO)O.C([C@H](O)[C@@H](O)[C@H](O)CO)O di-xylitol diacrylate